tert-Butyl 4-((6-cyanopyrimidin-4-yl)amino)piperidine-1-carboxylate C(#N)C1=CC(=NC=N1)NC1CCN(CC1)C(=O)OC(C)(C)C